N1=C(C=CC=C1)C=NNC(=O)NN (2-pyridylmethylene)carbohydrazide